OC1OC(C2=CC=C(C=C12)OC)=O 3-hydroxy-5-methoxyisobenzofuran-1(3H)-one